2,3,4,5-tetrafluoro-3-(fluoromethyl)sulfolane FC1S(=O)(=O)C(C(C1(CF)F)F)F